5-{3-[3,5-dibromo-2-(2-pyridin-3-yl-ethoxy)-benzylamino]-propylamino}-4H-thieno[3,2-b]pyridin-7-one BrC=1C(=C(CNCCCNC2=CC(C3=C(N2)C=CS3)=O)C=C(C1)Br)OCCC=1C=NC=CC1